pyridinium (2S,5R)-7-oxo-N'-propanoyl-6-(sulfooxy)-1,6-diazabicyclo[3.2.1]octane-2-carbohydrazide O=C1N([C@@H]2CC[C@H](N1C2)C(=O)NNC(CC)=O)OS(=O)(=O)O.[NH+]2=CC=CC=C2